1-(cyclopropylmethyl)-4-(4-(quinoline-8-sulfonylamino)benzoyl)piperazin-1-ium sesquisulfate salt S(=O)(=O)(O)O.C1(CC1)C[NH+]1CCN(CC1)C(C1=CC=C(C=C1)NS(=O)(=O)C=1C=CC=C2C=CC=NC12)=O.S(=O)(=O)([O-])[O-].S(=O)(=O)(O)O.C1(CC1)C[NH+]1CCN(CC1)C(C1=CC=C(C=C1)NS(=O)(=O)C=1C=CC=C2C=CC=NC12)=O